O1COC2=C1C=CC(=C2)CC(C=O)C 3-(1,3-Benzodioxol-5-yl)-2-methylpropanal